5-chloro-7-(trifluoromethyl)thiazolo[5,4-b]pyridin-2-amine ClC1=CC(=C2C(=N1)SC(=N2)N)C(F)(F)F